1-((2R,4S,5R)-4-(benzyloxy)-5-((S)-2,2,2-trifluoro-1-hydroxyethyl)tetrahydrofuran-2-yl)-5-fluoropyrimidine-2,4(1H,3H)-dione C(C1=CC=CC=C1)O[C@H]1C[C@@H](O[C@@H]1[C@@H](C(F)(F)F)O)N1C(NC(C(=C1)F)=O)=O